C(N)(=S)[C@H]1N(CCC1)C(=O)OC(C)(C)C tert-butyl (2S)-2-thiocarbamoylpyrrolidine-1-carboxylate